O([C@@H]1[C@H](O)[C@@H](O)[C@H](O)[C@H](O1)CO)C1=C(C=CC=C1)[N+](=O)[O-] nitrophenyl α-D-glucopyranoside